ClCCOC=1C(=C2CCCC(C2=CC1F)C=1C=C2C=NNC2=CC1)F 5-(6-(2-chloroethoxy)-5,7-difluoro-1,2,3,4-tetrahydronaphthalen-1-yl)-1H-indazole